COC1CN(C1)C(CC1=CC=C(C=C1)NC=1N=CC2=C(N1)CN(CC2)C2=C(C1=C(OCCN1)N=C2)C)=O 1-(3-methoxyazetidin-1-yl)-2-{4-[(7-{8-methyl-1H,2H,3H-pyrido[2,3-b][1,4]oxazin-7-yl}-5H,6H,7H,8H-pyrido[3,4-d]pyrimidin-2-yl)amino]phenyl}ethan-1-one